1-ribosyl-imidazolidine C1([C@H](O)[C@H](O)[C@H](O1)CO)N1CNCC1